1-cyclopropyl-5-(2,6-dimethylphenoxy)pyridin-2-one C1(CC1)N1C(C=CC(=C1)OC1=C(C=CC=C1C)C)=O